N-[(oxiran-2-yl)methyl]-N-[(trimethoxysilyl)methyl]aniline O1C(C1)CN(C1=CC=CC=C1)C[Si](OC)(OC)OC